4-(4-bromobutoxy)-2-hydroxybenzaldehyde BrCCCCOC1=CC(=C(C=O)C=C1)O